ClC=1C(=C2C=CN(C2=C(C1)C)C(=O)OC(C)(C)C)O tert-butyl 5-chloro-4-hydroxy-7-methyl-1H-indole-1-carboxylate